2-(6-(2-(2-fluoro-3-(trifluoromethoxy)benzyl)-2H-tetrazol-5-yl)pyridin-2-yl)-2-hydroxypropane-1-sulfonamide FC1=C(CN2N=C(N=N2)C2=CC=CC(=N2)C(CS(=O)(=O)N)(C)O)C=CC=C1OC(F)(F)F